5-[1-(2,6-Difluoro-phenyl)-piperidin-4-yl]-2-methyl-7-[(R)- or (S)-1-(2-trifluoromethyl-phenyl)-ethyl]-2,4,5,7-tetrahydro-pyrazolo[3,4-d]pyrimidin-6-one FC1=C(C(=CC=C1)F)N1CCC(CC1)N1C(N(C=2C(C1)=CN(N2)C)[C@H](C)C2=C(C=CC=C2)C(F)(F)F)=O |o1:24|